2-((R)-tetrahydrofuran-2-yl)morpholine-4-carboxamide O1[C@H](CCC1)C1CN(CCO1)C(=O)N